9'-[pyrimidine-4,6-diylbis(biphenyl-3,3'-diyl)]bis(9H-carbazole) N1=CN=C(C=C1C=1C=C(C=CC1)C1=CC(=CC=C1)C1=CC=CC=2C3=CC=CC=C3NC12)C=1C=C(C=CC1)C1=CC(=CC=C1)C1=CC=CC=2C3=CC=CC=C3NC12